1,6-dimethyl-4-(1-(4-(trifluoromethoxy)benzoyl)piperidin-4-yl)-1,4-dihydropyrido[2,3-b]Pyrazine-2,3-dione CN1C2=C(N(C(C1=O)=O)C1CCN(CC1)C(C1=CC=C(C=C1)OC(F)(F)F)=O)N=C(C=C2)C